2,5-di(t-amylperoxy)hexane C(C)(C)(CC)OOC(C)CCC(C)OOC(C)(C)CC